1-[2-(trifluoromethyl)phenyl]cyclopropan-1-amine FC(C1=C(C=CC=C1)C1(CC1)N)(F)F